(S)-quinuclidin-3-yl (5-(3,4-dihydro-2H-benzo[b][1,4]dioxepin-7-yl)-2,2-dimethyl-2,3-dihydro-1H-inden-1-yl)carbamat O1C2=C(OCCC1)C=C(C=C2)C=2C=C1CC(C(C1=CC2)NC(O[C@@H]2CN1CCC2CC1)=O)(C)C